COC(=O)C=1C(=NN(C1)CF)OC 1-(fluoromethyl)-3-methoxy-1H-pyrazole-4-carboxylic acid methyl ester